(S)-3-(5-((4-(3-((2-(1-hydroxyethyl)-1H-imidazol-1-yl)methyl)isoxazole-5-yl)phenyl)ethynyl)pyridin-2-yl)propanamide O[C@@H](C)C=1N(C=CN1)CC1=NOC(=C1)C1=CC=C(C=C1)C#CC=1C=CC(=NC1)CCC(=O)N